(1R,3S)-3-butyl-1-(4-nitrophenyl)-2,3,4,9-tetrahydro-1H-pyrido[3,4-b]indole C(CCC)[C@H]1CC2=C(NC3=CC=CC=C23)[C@H](N1)C1=CC=C(C=C1)[N+](=O)[O-]